6-chloro-3-(1H-imidazol-1-yl)-5-methoxy-1-methyl-2-(5-(2,2,2-trifluoro-1-methoxy-ethyl)-4H-1,2,4-triazol-3-yl)-1H-pyrrolo[3,2-b]pyridine ClC=1C=C2C(=NC1OC)C(=C(N2C)C2=NN=C(N2)C(C(F)(F)F)OC)N2C=NC=C2